N-(1-benzyl-5-bromo-4-methyl-2-oxo-3-pyridinyl)acetamide C(C1=CC=CC=C1)N1C(C(=C(C(=C1)Br)C)NC(C)=O)=O